2-(2,2-Difluoroethoxy)-N-(5,8-dimethoxy-[1,2,4]triazolo[1,5-c]pyrimidin-2-yl)-6-(trifluoromethyl)benzenesulfonamide FC(COC1=C(C(=CC=C1)C(F)(F)F)S(=O)(=O)NC1=NN2C(=NC=C(C2=N1)OC)OC)F